BrC(=CC=O)C1=CC=C(C=C1)OC 3-bromo-3-(4-methoxyphenyl)propenal